COC(=O)C1CN(CCC1)CC(=O)N1CCC(CC1)C=1C=C2C(=C(NC2=CC1)C1=CC(=C(C=C1)OC)OC)C(C)C 1-(2-(4-(2-(3,4-Dimethoxyphenyl)-3-isopropyl-1H-indol-5-yl)piperidin-1-yl)-2-oxoethyl)piperidine-3-carboxylic acid methyl ester